2,4,6-trihydroxyacetophenone hydrate CC1=CC(=CC(=C1C(=O)C)O)O